diphenyltriazinyl(phenyldibenzofuranyl)pyridine C1(=CC=CC=C1)C=1C(=C(C(=NC1)C1=C(C=CC=2OC3=C(C21)C=CC=C3)C3=CC=CC=C3)C3=NN=NC=C3)C3=CC=CC=C3